1-(6-amino-pyridin-3-yl)piperidin-4-ol methyl-3-fluoro-4-(4,4,5,5-tetramethyl-1,3,2-dioxa-borolan-2-yl)benzoate CC1=C(C(=O)OC2CCN(CC2)C=2C=NC(=CC2)N)C=CC(=C1F)B1OC(C(O1)(C)C)(C)C